COC(C(C(=O)OC)F)=O Fluoromalonic acid dimethyl ester